1-cyclobutyl-6-fluoro-1H-indole-2-carboxylic acid ethyl ester C(C)OC(=O)C=1N(C2=CC(=CC=C2C1)F)C1CCC1